ClC1=C(C=CC(=C1)C(F)(F)F)C=1C=C2C=NN(C2=CC1)C(CC(C)C)C1=CC=C(C(=O)N)C=C1 4-(1-(5-(2-chloro-4-(trifluoromethyl)phenyl)-1H-indazol-1-yl)-3-methylbutyl)benzamide